propyl-methyl-pyrrolidinium C(CC)[N+]1(CCCC1)C